3-chloro-6-((4-fluoro-2-methyl-phenyl)amino)-2-methylbenzoic acid ClC=1C(=C(C(=O)O)C(=CC1)NC1=C(C=C(C=C1)F)C)C